3-(5-(((1S,2S)-2-(3-(5-chloropyridin-2-yl)azetidin-1-yl)cyclohexyl)oxy)-1-oxoisoindolin-2-yl)piperidine-2,6-dione ClC=1C=CC(=NC1)C1CN(C1)[C@@H]1[C@H](CCCC1)OC=1C=C2CN(C(C2=CC1)=O)C1C(NC(CC1)=O)=O